ClCC\C=C\CCCCCCCCCCCC(OCC)OCC (3E)-1-chloro-16,16-diethoxy-3-hexadecene